O=C1NC2=CC=C(C=C2C12CC2)C(=O)N 2'-oxospiro[cyclopropane-1,3'-indoline]-5'-carboxamide